ClC=1C=C(C=CC1Cl)[C@H](C)NC(=O)C=1C(NC2=C(N=C(C=C2C1N1CCN[C@H](CC1)C)C)C1CC1)=O N-[(S)-1-(3,4-dichlorophenyl)ethyl]-4-[(S)-5-methyl-1,4-diazepan-1-yl]-8-cyclopropyl-6-methyl-2-oxo-1,2-dihydro-1,7-diaza-3-naphthamide